5-[1-[4-[4-[4-amino-3-(4-phenoxyphenyl)pyrazolo[3,4-d]pyrimidin-1-yl]-1-piperidyl]cyclohexyl]azetidin-3-yl]oxy-2-(2,6-dioxo-3-piperidyl)isoindoline NC1=C2C(=NC=N1)N(N=C2C2=CC=C(C=C2)OC2=CC=CC=C2)C2CCN(CC2)C2CCC(CC2)N2CC(C2)OC=2C=C1CN(CC1=CC2)C2C(NC(CC2)=O)=O